(R)-(3-chloro-4-(6-(1-methylcyclopropoxy)-9-((4-methylpyridin-2-yl)methyl)-9H-purin-8-yl)phenyl)(2-(hydroxymethyl)pyrrolidin-1-yl)methanone ClC=1C=C(C=CC1C=1N(C2=NC=NC(=C2N1)OC1(CC1)C)CC1=NC=CC(=C1)C)C(=O)N1[C@H](CCC1)CO